(3s,4r)-3-fluoro-4-((3-(methylcarbamoyl)-7-(trifluoromethyl)thieno[3,2-b]pyridin-5-yl)oxy)piperidine-1-carboxylic acid tert-butyl ester C(C)(C)(C)OC(=O)N1C[C@@H]([C@@H](CC1)OC1=CC(=C2C(=N1)C(=CS2)C(NC)=O)C(F)(F)F)F